O1CCOC12CC=C(CC2)C=2C=C(COC1=CC=C(C=C1)[C@H](CC(=O)O)C#CC)C=CC2 (3S)-3-(4-(3-(1,4-dioxaspiro[4.5]dec-7-en-8-yl)benzyloxy)phenyl)hex-4-ynoic acid